CN1C(=CC2=CC(=CC=C12)CN1CC(N(CC1)C)=O)C(=O)O 1-methyl-5-((4-methyl-3-oxopiperazin-1-yl)methyl)-1H-indole-2-carboxylic Acid